O1C(=CC=C1)C(=O)OCN1C(C=CC2=CC=C(C=C12)CCN1CCN(CC1)C1=CC(=CC=2SC=CC21)F)=O (7-(2-(4-(6-fluorobenzo[b]thiophen-4-yl)piperazin-1-yl)ethyl)-2-oxoquinolin-1(2H)-yl)methyl furan-2-carboxylate